BrCCCNS(=O)(=O)C1=CC2=CC=CC=C2C=C1 N-(3-bromopropyl)naphthalene-2-sulfonamide